1,3,4,5,6,7-hexahydroindol-2-one N1C(CC=2CCCCC12)=O